methyl 3-[(3-ethylimidazol-4-yl)methyl]-2-(hydroxymethyl)benzimidazole-5-carboxylate C(C)N1C=NC=C1CN1C(=NC2=C1C=C(C=C2)C(=O)OC)CO